FC1(OC2=C(O1)C=C(C(=C2)C(=O)NC2=CC(=C(C=C2)F)C(F)(F)F)NC(C2=C(C=CC(=C2)C(=O)N2CC(C2)(C)O)OC)=O)F 2,2-difluoro-N-(4-fluoro-3-(trifluoromethyl)phenyl)-6-(5-(3-hydroxy-3-methylazetidine-1-carbonyl)-2-methoxybenzamido)benzo[d][1,3]dioxole-5-carboxamide